(S)-3-(3-(6-bromo-7-((1-(ethylsulfonyl)pyrrolidine-3-yl)amino)-3H-imidazo[4,5-b]pyridine-2-yl)-2,5-dimethyl-1H-pyrrol-1-yl)-N-((dimethylamino)methyl)benzamide BrC=1C(=C2C(=NC1)NC(=N2)C2=C(N(C(=C2)C)C=2C=C(C(=O)NCN(C)C)C=CC2)C)N[C@@H]2CN(CC2)S(=O)(=O)CC